C1(=CC=C(C=C1)C(=O)OC([C@@H]([C@H](C(=O)O)O)O)=O)C O'-p-toluoyl-L-tartaric acid